(1r,4r,7r)-(+)-7-bromo-6-(difluoromethylene)-2-(tert-butoxycarbonyl)-2-azabicyclo[2.2.1]heptan-3-one Br[C@H]1[C@@H]2N(C([C@H]1CC2=C(F)F)=O)C(=O)OC(C)(C)C